C(CC)OC(CC(Cl)OCCC)Cl 1,3-dipropoxy-1,3-dichloropropane